tert-Butyl 2-((((9H-fluoren-9-yl)methoxy) carbonyl)(methyl)amino)-3-(4-cyclopropylphenyl)propanoate C1=CC=CC=2C3=CC=CC=C3C(C12)COC(=O)N(C(C(=O)OC(C)(C)C)CC1=CC=C(C=C1)C1CC1)C